BrC=1C=C(C=NC1)C=NCCOC[Sn](CCCC)(CCCC)CCCC 1-(5-bromopyridin-3-yl)-N-(2-((tributylstannyl)methoxy)ethyl)methanimine